2-[2-[2-(8-chloro-4-oxo-chromen-2-yl)-5-(trifluoromethyl)phenoxy]ethylamino]propanamide ClC=1C=CC=C2C(C=C(OC12)C1=C(OCCNC(C(=O)N)C)C=C(C=C1)C(F)(F)F)=O